N1,N1'-((5'-(tert-butyl)-[1,1':3',1''-terphenyl]-3,3''-diyl)bis(methylene))bis(N3-(3-(isopentylamino)propyl)propane-1,3-diamine), hydrochloride salt Cl.C(C)(C)(C)C=1C=C(C=C(C1)C1=CC(=CC=C1)CNCCCNCCCNCCC(C)C)C1=CC(=CC=C1)CNCCCNCCCNCCC(C)C